FC1=C(C=CC=2NC(=NC21)C=2C=NC=C(C2N2CC(C2)CN)C2=CC(=CC(=C2)C)F)F 1-{1-[3-(4,5-difluoro-1H-1,3-benzodiazol-2-yl)-5-(3-fluoro-5-methylphenyl)pyridin-4-yl]azetidin-3-yl}methanamine